C(=O)(O)CCN(CCN)CCO carboxyethyl-N'-hydroxyethyl-ethylenediamine